2-(6-bromo-1-((2-(trimethylsilyl)ethoxy)methyl)-1H-indazol-3-yl)3,4,6,6a-tetrahydropyrrolo[3,4-d]imidazole-5(1H)-carboxylic acid tert-butyl ester C(C)(C)(C)OC(=O)N1CC2NC(NC2C1)C1=NN(C2=CC(=CC=C12)Br)COCC[Si](C)(C)C